FC(C(=O)O)(F)F.CC1=CC2=C([N+](=CN=[N+]2[O-])[O-])C=C1 7-methyl-benzo[e][1,2,4]triazine-1,4-dioxide trifluoroacetate